(R)-(6-(6-amino-2,3-dichloropyridin-4-yl)-3-(1-amino-8-azaspiro[4.5]decan-8-yl)-5-methylpyrazin-2-yl)methanol NC1=CC(=C(C(=N1)Cl)Cl)C1=C(N=C(C(=N1)CO)N1CCC2(CCC[C@H]2N)CC1)C